ethyl 1,2,4-triazolecarboxylate N1N=C(N=C1)C(=O)OCC